BrC=1C=CC(=C(C1)C1=NOC(=N1)C1=CC=C(C=C1)C=1N(C=C(N1)C(F)(F)F)C)F 3-(5-bromo-2-fluorophenyl)-5-(4-(1-methyl-4-(trifluoromethyl)-1H-imidazol-2-yl)phenyl)-1,2,4-oxadiazole